tetramethyl-O-(7-azabenzotriazole-1-yl)uronium hexafluorophosphate F[P-](F)(F)(F)(F)F.CN(C(=[N+](C)C)ON1N=NC2=C1N=CC=C2)C